FC1(CCC(CC1)C1=NC=CC(=C1NC(=O)C=1C=NC(=NC1)OC)C1=NC(=CC=C1F)F)F N-(2'-(4,4-difluorocyclohexyl)-3,6-difluoro-[2,4'-bipyridin]-3'-yl)-2-methoxypyrimidine-5-carboxamide